The molecule is an organic heterotetracyclic compound that is 4,4,6a,12b-tetramethyl-1,4a,5,6,6a,12,12a,12b-octahydro-2H,11H-benzo[f]pyrano[4,3-b]chromene-3,11(4H)-dione substituted at position 4a by a hydroxy and and at position 9 by 4-methoxyphenyl group (the 4aS,6aR,12aR,12bR stereoisomer). Isolated from the culture broth of Penicillium, it acts as a selective inhibitor of acetylcholinesterase. It has a role as an antimicrobial agent, an EC 3.1.1.7 (acetylcholinesterase) inhibitor and a Penicillium metabolite. It is an organic heterotetracyclic compound, a tertiary alcohol, a cyclic ketone, an aromatic ether and a delta-lactone. C[C@]12CCC(=O)C([C@@]1(CC[C@@]3([C@@H]2CC4=C(O3)C=C(OC4=O)C5=CC=C(C=C5)OC)C)O)(C)C